4-(4-((tert-butyldimethylsilyl)oxy)-2-methylbutan-2-yl)-5-((diisopropyloxyphosphoryl)oxy)isophthalic acid [Si](C)(C)(C(C)(C)C)OCCC(C)(C)C1=C(C=C(C(=O)O)C=C1OP(=O)(OC(C)C)OC(C)C)C(=O)O